2-(2-pyridinyl)pyrrolidin-3-ol N1=C(C=CC=C1)C1NCCC1O